C(CCCCCCCC)(O)O non-anediol